2-((5-(2-(4-Cyano-2-fluorophenyl)-2-methylbenzo[d][1,3]dioxol-4-yl)-2,5-diazabicyclo[4.1.0]heptan-2-yl)methyl)-1-((1-cyanocyclopropyl)methyl)-1H-benzo[d]imidazole-6-carboxylic acid C(#N)C1=CC(=C(C=C1)C1(OC2=C(O1)C=CC=C2N2CCN(C1CC21)CC2=NC1=C(N2CC2(CC2)C#N)C=C(C=C1)C(=O)O)C)F